C=1(C(=CC=CC1)C(=O)OCCCC)C butyl toluate